tert-butyl N-[3-[(5-bromopyrimidin-2-yl)oxy]cyclobutyl]carbamate BrC=1C=NC(=NC1)OC1CC(C1)NC(OC(C)(C)C)=O